4-(5-chloro-2-methoxyphenyl)-6-methoxypyridine-3-carboxylic acid ClC=1C=CC(=C(C1)C1=C(C=NC(=C1)OC)C(=O)O)OC